6-chloro-N-(5-(2,2-difluoroethyl)-4,6-dimethoxypyrimidin-2-yl)pyrazolo[1,5-a]pyridine-3-sulfonamide ClC=1C=CC=2N(C1)N=CC2S(=O)(=O)NC2=NC(=C(C(=N2)OC)CC(F)F)OC